2-(tolylphosphorylamino)terephthalic acid C1(=C(C=CC=C1)P(=O)=NC1=C(C(=O)O)C=CC(=C1)C(=O)O)C